hexahydropyrimidin-4-one N1CNC(CC1)=O